OC1(CC(C1)N1[C@H]2[C@@](CCC1)(CCC2)COC=2N=CC1=C(N2)C(=C(N=C1)C1=CC(=CC2=CC=C(C(=C12)C#C)F)O)F)C 2-{[(4aS,7aR)-1-(3-hydroxy-3-methylcyclobutyl)-octahydro-1H-cyclopenta[b]pyridin-4a-yl]methoxy}-7-(8-ethynyl-7-fluoro-3-hydroxy-naphthalen-1-yl)-8-fluoropyrido[4,3-d]pyrimidin